OC(C)C=1C(=NC(=CC1)N1C=NC2=C1C=CC(=C2)NC=2C(N(C=CC2)C)=O)N2N=C(C=C2C)C#N 1-[3-(1-hydroxyethyl)-6-[5-[(2-keto-1-methyl-3-pyridinyl)amino]benzimidazol-1-yl]-2-pyridinyl]-5-methyl-pyrazole-3-carbonitrile